N-[(1-hydroxycyclohexyl)methyl]-6-({[2-(trifluoromethyl)phenyl]carbonyl}amino)-1H-benzimidazole-4-carboxamide OC1(CCCCC1)CNC(=O)C1=CC(=CC=2NC=NC21)NC(=O)C2=C(C=CC=C2)C(F)(F)F